4-[4-(2-aminoethyl)phenyl]-3-(6-cyclopentyl-2-methylpyrimidin-4-yl)oxybenzonitrile NCCC1=CC=C(C=C1)C1=C(C=C(C#N)C=C1)OC1=NC(=NC(=C1)C1CCCC1)C